NN1NC=C(C=C1C1=CC=C(C=N1)NC(=O)C=1C(C(=C(N(C1)C)C(=O)OCC)C1=CC=C(C=C1)F)=O)C=1C=NN(C1)C1CCNCC1 ethyl 5-((6-(2-amino-5-(1-(piperidin-4-yl)-1H-pyrazol-4-yl) pyridazin-3-yl) pyridin-3-yl) carbamoyl)-3-(4-fluorophenyl)-1-methyl-4-oxo-1,4-dihydropyridine-2-carboxylate